N1N=NC(=C1)C1=C2C(=NC=C1)N(N=C2CNC(C=C)=O)C2=CC=C(C=C2)OC(F)(F)F N-[[4-(1H-triazol-4-yl)-1-[4-(trifluoromethoxy)phenyl]pyrazolo[3,4-b]pyridin-3-yl]methyl]prop-2-enamide